ethyl 2-(4-bromo-3-ethylindazol-1-yl)acetate BrC1=C2C(=NN(C2=CC=C1)CC(=O)OCC)CC